[I-].O[C@H]1C[N+](CC=C1)(C)C (R)-3-hydroxy-1,1-dimethyl-1,2,3,6-tetrahydropyridin-1-ium iodide